(S)-6-(3-aminopyrrolidin-1-yl)-N-(2,5-di(piperidin-1-yl)thiazolo[4,5-b]pyridin-6-yl)pyridinecarboxamide N[C@@H]1CN(CC1)C1=CC=CC(=N1)C(=O)NC=1C=C2C(=NC1N1CCCCC1)N=C(S2)N2CCCCC2